CC=1N=CN(C1)C=1C=C(N)C=C(C1)C(F)(F)F 3-(4-methyl-imidazol-1-yl)-5-trifluoromethyl-aniline